BrC1=CC=C(C=C1)N1N=C(C(=C1)[C@@H]1O[C@@H](CN1CCC1=CC(=C(C=C1)N)N)C)C1=CC=C(C=C1)F (2S,5R)-2-(1-(4-bromophenyl)-3-(4-fluorophenyl)-1H-pyrazol-4-yl)-3-(3,4-diaminophenethyl)-5-methyloxazolidine